(R)-2-{1-[(1R,3S)-3-methoxycyclohexyl]-1-methylethylamino}-1-(m-fluorophenyl)-1-ethanol CO[C@@H]1C[C@@H](CCC1)C(C)(C)NC[C@H](O)C1=CC(=CC=C1)F